O1C(CCCC1)CC=1N=C(SC1)N 4-((tetrahydro-2H-pyran-2-yl)methyl)thiazol-2-amine